((3R,5R)-4-(4-(1H-tetrazol-1-yl)benzoyl)-3,5-dimethylpiperazin-1-yl)(2-fluoro-4-methoxyphenyl)methanone N1(N=NN=C1)C1=CC=C(C(=O)N2[C@@H](CN(C[C@H]2C)C(=O)C2=C(C=C(C=C2)OC)F)C)C=C1